Racemic-tert-butyl 4-[4-(2,6-dibenzyloxy-3-pyridyl)-2,3-dihydro-1,4-benzoxazin-8-yl]-3,3-difluoro-piperidine-1-carboxylate C(C1=CC=CC=C1)OC1=NC(=CC=C1N1CCOC2=C1C=CC=C2[C@@H]2C(CN(CC2)C(=O)OC(C)(C)C)(F)F)OCC2=CC=CC=C2 |r|